9,9-bis(methoxymethyl)-9H-fluorene COCC1(C2=CC=CC=C2C=2C=CC=CC12)COC